FC1=C(C=CC(=C1)F)C1=NC(=CC=2N=C(N(C(C21)=O)C)C)N2C[C@@H](OCC2)C=2C=NN(C2)C 5-(2,4-difluorophenyl)-2,3-dimethyl-7-((2S)-2-(1-methyl-1H-pyrazol-4-yl)-4-morpholinyl)-pyrido[4,3-d]pyrimidin-4(3H)-one